C(C)SC=1OC2=C(C=C(C=C2C(C1C)=O)C)C(C)NC1=C(C(=O)OC(C)(C)C)C=CC=C1 tert-butyl 2-[1-(2-ethylsulfanyl-3,6-dimethyl-4-oxo-chromen-8-yl)ethyl amino]benzoate